(S)-N-(1-(3-chlorophenyl)-2-hydroxy-ethyl)-1-(2-(cyclopropyl-amino)-5-methyl-pyrimidin-4-yl)-1H-pyrazole-4-carboxamide ClC=1C=C(C=CC1)[C@@H](CO)NC(=O)C=1C=NN(C1)C1=NC(=NC=C1C)NC1CC1